tert-butyl 2-(1-(4-bromophenyl)cyclopropyl)-4-oxo-3,4,7,8-tetrahydropyrido[4,3-d]pyrimidine-6(5H)-carboxylate BrC1=CC=C(C=C1)C1(CC1)C=1NC(C2=C(N1)CCN(C2)C(=O)OC(C)(C)C)=O